C1(=CC=CC2=CC=CC=C12)PC1=C(C2=CC=CC=C2C=C1)C1=C(C=CC2=CC=CC=C12)PC1=CC=CC2=CC=CC=C12 2,2'-bis[(Naphthalen-1-yl)phosphino]-1,1'-binaphthyl